S1C=NC2=C1C=C(C=C2)CCNC2=CC(=NC=N2)C2=CC(=CS2)OCC 5-[6-(2-Benzothiazol-6-yl-ethylamino)-pyrimidin-4-yl]-3-ethoxy-thiophene